(R)-2-amino-3-(3-(pyridin-4-yl)phenyl)propanoic acid N[C@@H](C(=O)O)CC1=CC(=CC=C1)C1=CC=NC=C1